C(C)(C)NC=1N=CC2=C(N1)NC=C2C2=CC=1N(C=C2)N=CC1 N-isopropyl-5-(pyrazolo[1,5-a]pyridin-5-yl)-7H-pyrrolo[2,3-d]pyrimidin-2-amine